2-amino-2-(1-methylpyrazolo[4,3-c]pyridin-7-yl)acetonitrile NC(C#N)C=1C2=C(C=NC1)C=NN2C